OCCCCCCCC=CC(=O)SCCNC(CCNC([C@@H](C(COP(OP(OC[C@@H]1[C@H]([C@H]([C@@H](O1)N1C=NC=2C(N)=NC=NC12)O)OP(=O)(O)O)(=O)O)(=O)O)(C)C)O)=O)=O 10-hydroxy-2-decenoyl-CoA